(S,S)-1,2-DIISOCYANOCYCLOHEXANE [N+](#[C-])[C@@H]1[C@H](CCCC1)[N+]#[C-]